methacrylic acid [1,1'-biphenyl]-4-ylmethyl ester C1(=CC=C(C=C1)COC(C(=C)C)=O)C1=CC=CC=C1